cis-8-dimethylamino-3-(2-fluoro-4-methylsulfonyl-phenyl)-8-phenyl-1,3-diazaspiro[4.5]decan-2-one CN(C1(CCC2(CN(C(N2)=O)C2=C(C=C(C=C2)S(=O)(=O)C)F)CC1)C1=CC=CC=C1)C